C(C)(C)(C)C1NCC=2N(N=C(C21)C)C Tert-butyl-1,3-dimethyl-1,4,5,6-tetrahydropyrrolo[3,4-c]pyrazole